tert-butyl 3-(5-(3-carbamoyl-6-(2-hydroxy-2-methyl propoxy)pyrazolo[1,5-a]pyridin-4-yl)pyridin-2-yl)-3,6-diazabicyclo[3.1.1]heptane-6-carboxylate C(N)(=O)C=1C=NN2C1C(=CC(=C2)OCC(C)(C)O)C=2C=CC(=NC2)N2CC1N(C(C2)C1)C(=O)OC(C)(C)C